C(C)(C)(C)N1N=CC(=C(C1=O)Cl)OCC1=C(C=C(C=C1)CO)OC 2-(tert-butyl)-4-chloro-5-((4-(hydroxymethyl)-2-methoxybenzyl)oxy)pyridazin-3(2H)-one